IC1=C2C(=NC(=C1)N1[C@@H](COCC1)C)N(N=C2)C2=CC=NN2 (R)-4-(4-iodo-1-(1H-pyrazol-5-yl)-1H-pyrazolo[3,4-b]pyridin-6-yl)-3-methylmorpholine